NC1=C(C=C(C=N1)NC(C(=O)N1[C@@H](CC[C@H](C1)C)C1=CC=C(C=C1)C(F)F)=O)C N-(6-amino-5-methyl-3-pyridyl)-2-[(2S,5R)-2-[4-(difluoromethyl)phenyl]-5-methyl-1-piperidyl]-2-oxo-acetamide